(S)-5,7-dihydrospiro[cyclopenta[b]pyridin-6,4'-piperidin]-5-amine tri-hydrochloride Cl.Cl.Cl.N1CCC2(CC1)[C@@H](C=1C(=NC=CC1)C2)N